COC=1C=2N(C=CC1C(C)O)N=CC2 1-(4-Methoxypyrazolo[1,5-a]pyridin-5-yl)ethan-1-ol